5-(2-amino-[1,2,4]triazolo[1,5-a]pyridin-7-yl)-N-(2-(cyclohexyloxy)benzyl)-2-methoxynicotinamide NC1=NN2C(C=C(C=C2)C=2C=NC(=C(C(=O)NCC3=C(C=CC=C3)OC3CCCCC3)C2)OC)=N1